N1-(6-(2,4-difluorophenyl)-5-methyl-1,2,4-triazin-3-yl)-N3,N3-dimethylcyclohexane-1,3-diamine FC1=C(C=CC(=C1)F)C1=C(N=C(N=N1)NC1CC(CCC1)N(C)C)C